1-(4-hydroxy-4-((4-(4-(1-(pentan-3-yl)-1H-pyrazol-4-yl)pyrazolo[1,5-a]pyrazin-6-yl)-1H-pyrazol-1-yl)methyl)piperidin-1-yl)ethanone OC1(CCN(CC1)C(C)=O)CN1N=CC(=C1)C=1N=C(C=2N(C1)N=CC2)C=2C=NN(C2)C(CC)CC